[N+](=O)([O-])C1=CC=C(C(=O)N)C=C1 para-nitrobenzamide